N1(C=NC=C1)C1=CC=C(CN(C)CC2=CC(=NC=C2)C=2C=C3CN(C(C3=CC2)=O)C2C(NC(CC2)=O)=O)C=C1 3-(5-(4-(((4-(1H-imidazol-1-yl)benzyl)(methyl)amino)methyl)pyridin-2-yl)-1-oxoisoindolin-2-yl)piperidine-2,6-dione